[O-][N+]1=CC=CC2=CC=CC=C12 1-oxidoquinolin-1-ium